1-[(4-tert-butylphenyl)methyl]-5-(2-oxo-2-thiomorpholin-4-ylethyl)pyrrolidin-2-on C(C)(C)(C)C1=CC=C(C=C1)CN1C(CCC1CC(N1CCSCC1)=O)=O